(3-([4-(DIMETHYLAMINO)PIPERIDIN-1-YL]METHYL)PHENYL)BORANEDIOL CN(C1CCN(CC1)CC=1C=C(C=CC1)B(O)O)C